1-((1H-indazol-2-yl)methyl)-3-(2-methyl-3-chlorophenyl)thiourea N1N(CC2=CC=CC=C12)CNC(=S)NC1=C(C(=CC=C1)Cl)C